N-(4-((4-(2-(4-((6-(4-(4-(2-(2,6-dioxopiperidin-3-yl)-1,3-dioxoisoindolin-5-yl)piperazin-1-yl)butoxy)hexyl)oxy)phenyl)propan-2-yl)phenoxy)methyl)pyrimidin-2-yl)methanesulfonamide O=C1NC(CCC1N1C(C2=CC=C(C=C2C1=O)N1CCN(CC1)CCCCOCCCCCCOC1=CC=C(C=C1)C(C)(C)C1=CC=C(OCC2=NC(=NC=C2)NS(=O)(=O)C)C=C1)=O)=O